ethyl (3-hydroxyphenyl)carbamate OC=1C=C(C=CC1)NC(OCC)=O